N-(3-bromo-5-fluorophenyl)-N-methyl-8-(trifluoromethyl)-[1,2,4]triazolo[4,3-a]quinazolin-5-amine BrC=1C=C(C=C(C1)F)N(C1=NC=2N(C3=CC(=CC=C13)C(F)(F)F)C=NN2)C